BrC=1C=C2C=CN(C(C2=CC1F)=O)C[C@]1(C[C@H](CCC1)NC(OC(C)(C)C)=O)O tert-butyl ((1S,3S)-3-((6-bromo-7-fluoro-1-oxoisoquinolin-2(1H)-yl)methyl)-3-hydroxycyclohexyl)carbamate